C(=O)C=1C(SSC1)C(=O)[O-] 4-formyldithiolate